(2R,3S,4R,5R)-2-((R)-6-chloro-1,2,3,4-tetrahydroisoquinolin-1-yl)-5-(4-methyl-7H-pyrrolo[2,3-d]pyrimidin-7-yl)tetrahydrofuran-3,4-diol ClC=1C=C2CCN[C@H](C2=CC1)[C@H]1O[C@H]([C@@H]([C@@H]1O)O)N1C=CC2=C1N=CN=C2C